C[C@H]1CN(CC2=CC=C(C=C12)N1CC2(CNC2)CC1=O)C1=C2C(=NC=C1)N(N=C2)C 6-[(4R)-4-methyl-2-(1-methylpyrazolo[3,4-b]pyridin-4-yl)-3,4-dihydro-1H-isoquinolin-6-yl]-2,6-diazaspiro[3.4]octan-7-one